C1(CC1)C1=NC=NC(=C1NC1=C(C(=O)Cl)C=C(C(=N1)C1=C(C=CC=C1OC)F)F)C1CC1 2-((4,6-dicyclopropylpyrimidin-5-yl)amino)-5-fluoro-6-(2-fluoro-6-methoxyphenyl)nicotinoyl chloride